ClC1=CC=[N+](C=C1)[O-] 4-chloropyridine 1-oxide